tert-butyl-6-((7-hydroxy-3-iodo-5-((methoxycarbonyl)amino)-1H-pyrazolo[4,3-d]pyrimidin-1-yl)methyl)-5-methoxy-3',6'-dihydro-[3,4'-bipyridine] C(C)(C)(C)C1=NC(=C(C=C1C=1CC=NCC1)OC)CN1N=C(C=2N=C(N=C(C21)O)NC(=O)OC)I